β-methyleneglutaric acid C=C(CC(=O)O)CC(=O)O